pyrrolo[3,4-c]pyridin-6-ol C=1N=CC2=CN=C(CC21)O